4-((2R,5S)-2,5-dimethylpiperazin-1-yl)-5-(2-fluorophenyl)-7-tosyl-7H-pyrrolo[2,3-d]pyrimidine C[C@H]1N(C[C@@H](NC1)C)C=1C2=C(N=CN1)N(C=C2C2=C(C=CC=C2)F)S(=O)(=O)C2=CC=C(C)C=C2